C(#N)C=1C2=C(SC1NC(OC(C)(C)C)=O)C=CC(=C2C=2C1=C(C=3C(=NC(=NC3C2F)SCC)N[C@H]2C(N(CCC2)C)=O)COC1)F tert-Butyl (3-cyano-4-(3-(ethylthio)-5-fluoro-1-(((R)-1-methyl-2-oxopiperidin-3-yl)amino)-7,9-dihydrofuro[3,4-f]quinazolin-6-yl)-5-fluorobenzo[b]thiophen-2-yl)carbamate